(R)-(6,6'-dimethoxybiphenyl-2,2'-diyl)bis{bis[3,5-diisopropyl-4-(dimethylamino)phenyl]phosphine} COC1=CC=CC(=C1C1=C(C=CC=C1OC)P(C1=CC(=C(C(=C1)C(C)C)N(C)C)C(C)C)C1=CC(=C(C(=C1)C(C)C)N(C)C)C(C)C)P(C1=CC(=C(C(=C1)C(C)C)N(C)C)C(C)C)C1=CC(=C(C(=C1)C(C)C)N(C)C)C(C)C